5'-[4-(4-Cyano-3-trifluoromethylphenoxy)-cyclohexylcarbamoyl]-2,3,5,6-tetrahydro-[1,2']bipyrazinyl-4-carboxylate C(#N)C1=C(C=C(OC2CCC(CC2)NC(=O)C=2N=CC(=NC2)N2CCN(CC2)C(=O)[O-])C=C1)C(F)(F)F